CS(=O)(=O)NC1=CC=C(C=C1)C=1C=C2C(=C(C=NC2=CC1)S(=O)(=O)N1CCOCC1)NC1=C(C(=O)O)C=CC=C1 2-[[6-[4-(methanesulfonamido)phenyl]-3-morpholinosulfonyl-4-quinolyl]amino]benzoic acid